(tert-Butoxycarbonyl)-L-threonine tert-butyl ester C(C)(C)(C)OC([C@@H](NC(=O)OC(C)(C)C)[C@H](O)C)=O